FC=1SC=C(C1F)F 2,3,4-trifluorothiophene